tert-butyl (tert-butoxycarbonyl)(7-(6-(1-(1-(4-(trifluoromethyl)phenyl)ethyl)-1H-pyrazol-4-yl)pyrazin-2-yl)-[1,2,4]triazolo[1,5-a]pyridin-2-yl)carbamate C(C)(C)(C)OC(=O)N(C(OC(C)(C)C)=O)C1=NN2C(C=C(C=C2)C2=NC(=CN=C2)C=2C=NN(C2)C(C)C2=CC=C(C=C2)C(F)(F)F)=N1